8-chloro-3-hydroxy-5,6-dihydro-11H-benzo[5,6]cyclohepta[1,2-b]pyridine ClC=1C=CC2=C(CCC=3C(=NC=C(C3)O)C2)C1